FC=1C=C(C=CC1C1=NC=2C=CNC(C2C(=C1)NC1=NC=C(C=C1)N1CCC(CC1)(C)O)=O)NC(=O)C1CCCCC1 N-(3-fluoro-4-(4-((5-(4-hydroxy-4-methylpiperidin-1-yl)pyridin-2-yl)amino)-5-oxo-5,6-dihydro-1,6-naphthyridin-2-yl)phenyl)cyclohexanecarboxamide